N1(C=NC=C1)C1=CC=CC(=N1)C(=O)NC1CCC(CC1)OCCOC 6-(1H-imidazol-1-yl)-N-(4-(2-methoxyethoxy)cyclohexyl)picolinamide